B(O)(O)C1=C(C(=O)O)C=CC=C1 boronobenzoic acid